CC1=CC=C(C=N1)C1=NOC(=N1)C12CC3(CC(CC(C1)C3)C2)NC(=O)C2=NC=C(C=C2)F 5-Fluoro-pyridine-2-carboxylic acid {3-[3-(6-methyl-pyridin-3-yl)-[1,2,4]oxadiazol-5-yl]-adamantan-1-yl}-amide